5-(bromomethyl)-1-phenyl-3-(4-(trifluoromethyl)phenyl)-1H-pyrazole BrCC1=CC(=NN1C1=CC=CC=C1)C1=CC=C(C=C1)C(F)(F)F